(S)-6-((4-((2-hydroxy-1-phenylethyl)amino)-5-(3-(quinuclidin-4-yl)-1,2,4-oxadiazol-5-yl)pyrimidin-2-yl)amino)-1-isopropyl-2-methyl-1,2-dihydro-3H-indazol-3-one OC[C@H](C1=CC=CC=C1)NC1=NC(=NC=C1C1=NC(=NO1)C12CCN(CC1)CC2)NC2=CC=C1C(N(N(C1=C2)C(C)C)C)=O